ClC1=CC=C(C=C1)C(C1=NN=C(O1)C1CN(CC12CN(C2)C(=O)[C@@H]2C(C2)(C)C)C=2C1=C(N=CN2)N=CS1)(F)F (8-(5-((4-chlorophenyl)difluoromethyl)-1,3,4-oxadiazol-2-yl)-6-(thiazolo[4,5-d]pyrimidin-7-yl)-2,6-diazaspiro[3.4]octan-2-yl)((S)-2,2-dimethylcyclopropyl)methanone